CC1=CC=C(C=C1)S(=O)(=O)N[C@H](C(=O)NC1=CC=C(C=C1)N1CCOCC1)CCC(=O)NC1=CC=CC=C1 (S)-2-(4-Methylphenylsulfonamido)-N1-(4-morpholinophenyl)-N5-phenylpentanediamide